ClC=1C(=C(C=CC1Cl)O)C1=CC=2N(C=C1)C=C(N2)C=2C=NN(C2)C 3,4-dichloro-2-(2-(1-methyl-1H-pyrazol-4-yl)imidazo[1,2-a]pyridin-7-yl)phenol